ClC1=C(C(=CC(=C1)F)Cl)NC(C1=C(C=C(C(=C1)F)N1N=C2COCCN2C1=O)O[C@H](C(F)(F)F)C)=O N-(2,6-dichloro-4-fluorophenyl)-5-fluoro-4-(3-oxo-5,6-dihydro-3H-[1,2,4]triazolo[3,4-c][1,4]oxazin-2(8H)-yl)-2-{[(2S)-1,1,1-trifluoropropan-2-yl]oxy}benzamide